OC[C@@H]1N(CCC1)C(C)=O (R)-1-(2-(hydroxymethyl)pyrrolidin-1-yl)ethan-1-one